ClC=1C(=NC=CC1C)C=O 3-chloro-4-methylpicolinaldehyde